5-Amino-3-[2-(1,3-dihydro-isoindol-2-yl)-ethyl]-8-furan-2-yl-1-methyl-1,3-dihydro-[1,2,4]triazolo[5,1-i]purin-2-one NC=1N2C(C=3N(C(N(C3N1)CCN1CC3=CC=CC=C3C1)=O)C)=NC(=N2)C=2OC=CC2